tert-Butyl 4-[(4S)-7-(3,5-dimethylisoxazol-4-yl)-4-pyridin-2-yl-4,5-dihydroimidazo[1,5,4-de][1,4]benzoxazin-2-yl]piperazine-1-carboxylate CC1=NOC(=C1C1=CC=C2C=3N([C@H](COC31)C3=NC=CC=C3)C(=N2)N2CCN(CC2)C(=O)OC(C)(C)C)C